C(=O)C1=C(C=C(C(=C1)OCCCC(=O)O)C=O)OCCCC(=O)O 4,4'-((2,5-diformyl-1,4-phenylene)bis(oxy))dibutyric acid